C(C1=CC=CC=C1)OC=1C=CC2=C(C(=C(O2)C)C(=O)N[C@H]2CNCC2)C1 (R)-5-(benzyloxy)-2-methyl-N-(pyrrolidin-3-yl)benzofuran-3-carboxamide